2-(ethoxycarbonyl)-3-(1-phenyl-1H-indol-3-yl)acrylic acid C(C)OC(=O)C(C(=O)O)=CC1=CN(C2=CC=CC=C12)C1=CC=CC=C1